C(C)(C)(C)OC(=O)NCC1=C(C(=O)N)C=C(C(=C1)OCC(C)C)F 2-[(tert-butoxycarbonyl)aminomethyl]-5-fluoro-4-(2-methylpropyloxy)benzamide